C1(CC1)C(=O)C(C(C(=O)OC(C)(C)C)C)C(=O)OCC 1-(tert-butyl) 4-ethyl 3-(cyclopropanecarbonyl)-2-methylsuccinate